4-(8-(((tert-butyldimethylsilyl)oxy)methyl)-2-chloro-9H-purin-6-yl)morpholine [Si](C)(C)(C(C)(C)C)OCC=1NC2=NC(=NC(=C2N1)N1CCOCC1)Cl